BrCCCCCC(=O)N1C(C(CC1)NS(=O)(=O)CC)CC=1C(=C(C=CC1)C1=CC=CC=C1)O N-(1-(6-bromohexanoyl)-2-((2-hydroxy-[1,1'-biphenyl]-3-yl)methyl)pyrrolidin-3-yl)ethanesulfonamide